(S)-tert-butyl 11-((benzyloxy) carbonyl)-1-(9H-fluoren-9-yl)-3,8,13-trioxo-2-oxa-4,7,12-triazatritriacontane-30-carboxylate C(C1=CC=CC=C1)OC(=O)[C@H](CCC(NCCNC(OCC1C2=CC=CC=C2C=2C=CC=CC12)=O)=O)NC(CCCCCCCCCCCCCCCCC(CCC)C(=O)OC(C)(C)C)=O